Cl[Sn]1(OCCN(CCO1)C)Cl 1,1-Dichloro-5-methyl-5-aza-2,8-dioxa-1-stannacyclooctan